C(#N)C1=NC(=NC(=C1)NC1=C(C=CC=C1)Br)N1N=CC(=C1N)C(=O)O 1-{4-cyano-6-[(2-bromophenyl)amino]pyrimidin-2-yl}-5-amino-1H-pyrazole-4-carboxylic acid